SCCC(=O)OCCCCCCCCCCCCCCCCCC octadecyl 3-mercaptopropionate